NC=1N=C(C2=C(C=CC=C2C1)Cl)C1=C(C=2N=C(N=CC2C=N1)OC[C@]12CCCN2C[C@@H](C1)F)F 7-(3-amino-8-chloroisoquinolin-1-yl)-8-fluoro-2-(((2R,7aS)-2-fluorotetrahydro-1H-pyrrolizin-7a(5H)-yl)methoxy)pyrido[4,3-d]pyrimidin